N5-methyl-N5-phenyl-[1,2,4]triazolo[4,3-a]quinazoline-5,7-diamine CN(C1=NC=2N(C3=CC=C(C=C13)N)C=NN2)C2=CC=CC=C2